C(OC=1C=C(C=CC1)[C@@H](C([2H])([2H])[2H])NC(OC1=CC=C(C=C1)[N+](=O)[O-])=O)([2H])([2H])[2H] 4-nitrophenyl (R)-(1-(3-(methoxy-d3)phenyl)ethyl-2,2,2-d3)carbamate